N-(4-Fluoro-benzyl)-3-[3-(4-trifluoromethoxy-benzyl)-3H-imidazo[4,5-b]pyridin-2-yl]-propionamide FC1=CC=C(CNC(CCC2=NC=3C(=NC=CC3)N2CC2=CC=C(C=C2)OC(F)(F)F)=O)C=C1